OC1C(N(CCC1)C)=O 3-hydroxy-1-methylpiperidin-2-one